3-(pyridin-3-yl)-7,8-dihydro-1,6-naphthyridin N1=CC(=CC=C1)C=1C=NC=2CCN=CC2C1